C(C)N1N=C(C=C1C1=C(C=CC=C1)C=1N=CC2=C(NC3=C(C=C(C=C23)C(=O)N)OC)N1)C 2-(1-ethyl-3-methyl-1H-pyrazol-5-ylPhenyl)-8-methoxy-9H-pyrimido[4,5-b]Indole-6-carboxamide